methylenebis(1,4-cyclohexanediyl) diisocyanate C(C1CCC(CC1)N=C=O)C1CCC(CC1)N=C=O